ethyl 3-sulfanylpropanoate SCCC(=O)OCC